4-amino-1-[4-(hydroxymethyl)cyclohexyl]pyrazole-3-carbonitrile NC=1C(=NN(C1)C1CCC(CC1)CO)C#N